NC1=C(C=C(C=C1)OC(C)C)N(S(=O)(=O)C)C N-(2-amino-5-isopropoxyphenyl)-N-methylmethanesulfonamide